FC=1C=CC2=C(CCO2)C1C (5-fluoro-2,3-dihydrobenzofuran-4-yl)methan